ClC=1NC(C=2OCCNC2N1)([2H])Cl 2,4-dichloro-7,8-dihydro-6H-pyrimido[5,4-b][1,4]oxazin-4-d